COC(/C(/C1=C(C=CC=C1)COC)=N/OC)=O (E)-2-(2'-methoxymethylphenyl)-methoxyiminoacetic acid methyl ester